1-((3-(2-(3-fluorophenyl)-azetidine-1-carbonyl)bicyclo-[1.1.1]pentan-1-yl)methyl)-1H-indazole-5-carbonitrile FC=1C=C(C=CC1)C1N(CC1)C(=O)C12CC(C1)(C2)CN2N=CC1=CC(=CC=C21)C#N